N-(4-(4-(2-fluoro-2-methylpropanoyl)piperazin-1-yl)phenyl)-4-((8-methyl-2,3-dihydro-1H-pyrido[2,3-b][1,4]oxazin-7-yl)amino)-2-oxo-1,2-dihydropyridine-3-carboxamide FC(C(=O)N1CCN(CC1)C1=CC=C(C=C1)NC(=O)C=1C(NC=CC1NC1=C(C2=C(OCCN2)N=C1)C)=O)(C)C